Trans-2-(naphthalen-1-yl)cyclobutane-1-carboxylic acid methyl ester COC(=O)[C@H]1[C@@H](CC1)C1=CC=CC2=CC=CC=C12